ClC1=C(C=CC=C1)C=1SC2=C(N1)CC[C@@]1([C@H]3CC[C@]4([C@H]([C@@H]3CC[C@H]12)CCC4=O)C)C (5aR,5bS,7aS,10aS,10bR,12aR)-2-(2-chlorophenyl)-5a,7a-dimethyl-4,5,5a,5b,6,7,7a,9,10,10a,10b,11,12,12a-tetradecahydro-8H-cyclopenta[7,8]phenanthro[2,1-d]thiazol-8-one